methyl 4-[5-(3,5-dichlorophenyl)-4,5-dihydro-5-(tri-fluoromethyl)-3-isoxazolyl]-thieno[3,2-c]pyridine-7-carboxylate ClC=1C=C(C=C(C1)Cl)C1(CC(=NO1)C1=NC=C(C2=C1C=CS2)C(=O)OC)C(F)(F)F